C(CC)N1C=CC=2C1=NC(=CC2)NC(C2=C(C=CC=C2)N2CCC1(CC1)CC2)=O N-(1-propyl-1H-pyrrolo[2,3-b]pyridin-6-yl)-2-(6-azaspiro[2.5]octan-6-yl)benzamide